(1S,2R,4R)-7-Oxabicyclo[2.2.1]heptane-2-carboxylic acid [(R)-2-(benzofuran-3-yl)-1-((1S,2S,6R,8S)-2,9,9-trimethyl-3,5-dioxa-4-bora-tricyclo[6.1.1.02,6]dec-4-yl)-ethyl]-amide O1C=C(C2=C1C=CC=C2)C[C@@H](B2O[C@]1([C@@H]3C([C@H](C[C@H]1O2)C3)(C)C)C)NC(=O)[C@H]3[C@@H]2CC[C@H](C3)O2